C([C@@H]1[C@H]([C@@H]([C@H]([C@H](O1)OC[C@@H]2[C@H]([C@@H]([C@H]([C@H](O2)OC[C@@H]3[C@H]([C@@H]([C@H]([C@H](O3)OC[C@@H]4[C@H]([C@@H]([C@H]([C@@H](O4)O)O)O)O)O)O)O)O)O)O)O)O)O)O The molecule is a glucotetrose consisting of three alpha-D-glucopyranosyl residues and a beta-D-glucopyransyl residue joined in sequence by (1->6) glycosidic bonds. It derives from an alpha-D-Glcp-(1->6)-alpha-D-Glcp-(1->6)-alpha-D-Glcp and an alpha-D-Glcp-(1->6)-alpha-D-Glcp-(1->6)-beta-D-Glcp.